(5-NITROFURAN-2-YL)METHYL ((S)-(((2R,3S,5R)-5-(4-AMINO-2-OXO-1,3,5-TRIAZIN-1(2H)-YL)-3-HYDROXYTETRAHYDRO-THIOPHEN-2-YL)-METHOXY)(PHENOXY)-PHOSPHORYL)-L-ALANINATE NC1=NC(N(C=N1)[C@H]1C[C@@H]([C@H](S1)CO[P@](=O)(OC1=CC=CC=C1)N[C@@H](C)C(=O)OCC=1OC(=CC1)[N+](=O)[O-])O)=O